CN(CCN(CCN(C)C)CCN(C)C)C tris-[2-(dimethylamino)ethyl]amine